(R or S)-6-(2,2-difluorocyclopropyl)-N-(8-fluoro-7-(2-hydroxypropane-2-yl)-2-(piperidin-4-yl)imidazo[1,2-a]pyridin-6-yl)picolinamide FC1([C@H](C1)C1=CC=CC(=N1)C(=O)NC=1C(=C(C=2N(C1)C=C(N2)C2CCNCC2)F)C(C)(C)O)F |o1:2|